BrC1=CC(=C2C(=N1)C(=NN2C(CC)C)C)Br (-)-5,7-dibromo-3-methyl-1-[1-methylpropyl]pyrazolo[4,3-b]pyridine